C(=S)(OC(C)(C)C)N[C@@H](CC1=CNC=N1)C(=O)O thio-Bochistidine